[N+](=O)([O-])C=1C=C(C=CC1)[C@@H]1[C@@H](CC1)C(=O)NC=1C=CC=C2C=CC=NC12 cis-2-(3-nitrophenyl)-N-(quinolin-8-yl)cyclobutane-1-carboxamide